C12=CC=C(N1)C=C1C=CC(=N1)C=C1C=CC(N1)=CC=1C=CC(N1)=C2 23h-porphine